4-(4-aminophenoxy)benzene NC1=CC=C(OC2=CC=CC=C2)C=C1